3-(5''-bromodispiro[cyclopropane-1,1'-cyclohexane-4',3''-indoline]-1''-carbonyl)-N-cyclopropylbenzenesulfonamide BrC=1C=C2C3(CN(C2=CC1)C(=O)C=1C=C(C=CC1)S(=O)(=O)NC1CC1)CCC1(CC3)CC1